C(C)(C)(C)OC(=O)NCC=1C=NN(C1)CC1=CC2=C(C(=NO2)NS(=O)(=O)C2=C(OCCNC(OCC3C4=CC=CC=C4C=4C=CC=CC34)=O)C=CC(=C2)CC)C(=C1)OC (9H-fluoren-9-yl)methyl (2-(2-(N-(6-((4-(((tert-butoxycarbonyl)amino)methyl)-1H-pyrazol-1-yl)methyl)-4-methoxybenzo[d]isoxazol-3-yl)sulfamoyl)-4-ethylphenoxy)ethyl)carbamate